N(=[N+]=[N-])CC=1N=C2N(C=C(C=C2Cl)C(F)(F)F)C1 2-(Azidomethyl)-8-chloro-6-(trifluoromethyl)imidazo[1,2-a]pyridine